(5S)-6-(tert-butoxycarbonyl)-6-azaspiro[2.5]octane-5-carboxylic acid C(C)(C)(C)OC(=O)N1[C@@H](CC2(CC2)CC1)C(=O)O